barium titanium gallium [Ga].[Ti].[Ba]